C(C1=CC=CC=C1)/C(/C(=O)O)=C\C1=CC(=CC=C1)OC(F)(F)F.C(C)(C)(C)N([C@@H](CC(N(C)OC)=O)C(=O)O)C(=O)OC(C)(C)C tert-butyl-N2-(tert-butoxycarbonyl)-N4-methoxy-N4-methyl-L-asparagine benzyl-(E)-3-[3-(trifluoromethoxy)phenyl]prop-2-enoate